N-(3-methoxybenzyl)-4-((4-methylpiperazin-1-yl)methyl)-N-(4-(pyrrolidin-1-yl)benzyl)oxazol-2-amine COC=1C=C(CN(C=2OC=C(N2)CN2CCN(CC2)C)CC2=CC=C(C=C2)N2CCCC2)C=CC1